(R)-1-((TERT-BUTYLDIMETHYLSILYL)OXY)-N,N-BIS(4-METHOXYBENZYL)OCT-7-ENE-4-SULFONAMIDE [Si](C)(C)(C(C)(C)C)OCCC[C@@H](CCC=C)S(=O)(=O)N(CC1=CC=C(C=C1)OC)CC1=CC=C(C=C1)OC